FC=1C=C2CCC(CC2=CC1)N 6-Fluoro-1,2,3,4-tetrahydronaphthalen-2-amine